C(C1=CC=CC=C1)OC(=O)NCCOC1=C(COCC2CNC2)C=CC=C1 3-(((2-(2-(((benzyloxy)carbonyl)amino)ethoxy)benzyl)oxy)methyl)azetidine